5,6,7-trichloro-3-((3aR,3bR,4aS,5R,5aS)-2,2-dimethylhexahydrocyclopropa[3,4]cyclopenta[1,2-d][1,3]dioxol-5-yl)-2-(triisopropylsilyl)-3H-imidazo[4,5-b]pyridine ClC1=C(C(=C2C(=N1)N(C(=N2)[Si](C(C)C)(C(C)C)C(C)C)[C@@H]2[C@@H]1[C@H]([C@@H]3[C@H]2OC(O3)(C)C)C1)Cl)Cl